(1S,2S)-2-(3-chlorophenyl)-N-(6-(((6-(dimethylamino)imidazo[1,2-a]pyridin-2-yl)methyl)amino)pyrimidin-4-yl)cyclopropane-1-carboxamide ClC=1C=C(C=CC1)[C@@H]1[C@H](C1)C(=O)NC1=NC=NC(=C1)NCC=1N=C2N(C=C(C=C2)N(C)C)C1